naphthylethyl-ammonium iodide [I-].C1(=CC=CC2=CC=CC=C12)CC[NH3+]